COC1=C(C=C2C(=NC=NC2=C1)C=1C(=NN(C1)C1OCCCC1)C1=CC=CC=C1)O 7-methoxy-4-(3-phenyl-1-(tetrahydro-2H-pyran-2-yl)-1H-pyrazol-4-yl)quinazolin-6-ol